FC1=CC=C2[C@@H](CC(OC2=C1)(C)C)[C@H](C)S(=O)(=O)N |o1:5,13| (S*)-1-((R*)-7-fluoro-2,2-dimethylchroman-4-yl)ethane-1-sulfonamide